ClC=1C=C(C(=O)NCCC(=O)N(C)C=2SC(=C(N2)C)C(=O)OCCC)C=C(C1)C1=NOC(=N1)C propyl 2-(3-(3-chloro-5-(5-methyl-1,2,4-oxadiazol-3-yl) benzoylamino)-N-methylpropanamido)-4-methylthiazole-5-carboxylate